C[C@]12[C@H]3CC[C@@]4([C@H](CC[C@H]4[C@@H]3CC=C2C[C@H](CC1)OC(C(=O)O)=O)[C@H](C)CCCC(C)C)C 2-(((3S,8S,9S,10R,13R,14S,17R)-10,13-Dimethyl-17-((R)-6-methylheptan-2-yl)-2,3,4,7,8,9,10,11,12,13,14,15,16,17-tetradecahydro-1H-cyclopenta[a]phenanthren-3-yl)oxy)-2-oxoacetic acid